[Li+].C(C1=CC=CC=C1)OCC(=O)NC=1N=C2N(N=C(C=C2)C=2C=NC(=C(C(=O)[O-])C2)C)C1 5-(2-(2-(benzyloxy)acetamido)imidazo[1,2-b]pyridazin-6-yl)-2-methylnicotinic acid, lithium salt